C1(=CC=CC=C1)C=1C=C2C(=NC1)N(C(=N2)C=2C(=NC=CC2)N)C2=CC=C(C=C2)CN2CCNCC2 3-(6-Phenyl-3-(4-(piperazin-1-ylmethyl)phenyl)-3H-imidazo[4,5-b]pyridin-2-yl)pyridin-2-amine